C(C(=O)O)(=O)O.CN(CCCCNCC1=CC=C(C=C1)C1=C2C(=NC(=C1)C1=CC=C(C=C1)CNCCCCN(C)C)N(C=C2)CC2=CC=CC=C2)C 4,6-Bis{4-[(4-dimethylaminobutyl)aminomethyl]phenyl}-1-benzyl-1H-pyrrolo[2,3-b]pyridine oxalate